FC1=CC=CC=2C=3N(C(=NC12)N)C=C(N3)CN3CCN(CC3)CCC3=CC=CC=C3 7-fluoro-2-((4-phenethylpiperazin-1-yl)methyl)imidazo-[1,2-c]quinazolin-5-amine